F[C@H]1CC2=CC=3CC[C@H](C3C=C2C1)C (2S,5R)-2-fluoro-5-methyl-1,2,3,5,6,7-hexahydro-s-indacen